C(C)(C)C=1C(=NNC1C=1C=C(C=2N(C1)N=CN2)C)C2=CC=C(C=C2)[C@@H]2CNCCO2 |r| Racemic-2-(4-(4-isopropyl-5-(8-methyl-[1,2,4]triazolo[1,5-a]pyridin-6-yl)-1H-pyrazol-3-yl)phenyl)morpholine